C(C)C(COC(CCC(CCCCCCCC(=O)OCC(CCCC)CC)C(C)C)=O)CCCC gamma-isopropyldodecanedioic acid bis(2-ethylhexyl) ester